altrose 6-phosphate P(=O)(O)(O)OC[C@H]([C@H]([C@H]([C@@H](C=O)O)O)O)O